S1C=NC2=C1C=CC=C2C2N(CCCC2)C(C(=O)NC=2C=C(C(=NC2)NC(OC(C)(C)C)=O)C)=O tert-Butyl N-[5-[[2-[2-(1,3-benzothiazol-4-yl)-1-piperidyl]-2-oxo-acetyl]amino]-3-methyl-2-pyridyl]carbamate